tert-Butyl (S)-(3-((1-(4-fluorobenzyl)-2-oxopyrrolidin-3-yl)amino)-5-methoxyphenyl)carbamate FC1=CC=C(CN2C([C@H](CC2)NC=2C=C(C=C(C2)OC)NC(OC(C)(C)C)=O)=O)C=C1